OCCN1N=CC(=C1)B1OC(C)(C)C(C)(C)O1 1-(hydroxyethyl)pyrazole-4-boronic acid pinacol ester